C(=C\C=C)/C1=CC=C(C=C1)C1=CC=CC=C1 (E)-4-(but-1,3-dien-1-yl)-1,1'-biphenyl